C[C@@H]1CN(C[C@@H](O1)C)C1=NNC=C1 (cis)-2,6-dimethyl-4-(1H-pyrazol-3-yl)morpholine